C1(CC1)COC1=C(C(=CC=C1C1CCN(CC1)CC)N)N 3-(Cyclopropylmethoxy)-4-(1-ethylpiperidin-4-yl)benzene-1,2-diamine